C12CN(CC(CC1)N2)C=2N=C(C(=C1C(=C(N=CC21)C2=CC(=CC1=CC=CC(=C21)C#C)O)F)C)C 4-[8-(3,8-diazabicyclo[3.2.1]octan-3-yl)-4-fluoro-5,6-dimethyl-2,7-naphthyridin-3-yl]-5-ethynyl-naphthalen-2-ol